C[Si](C)(C)C#CC=1C=CC=2C(=NSC2)C1 6-((trimethylsilyl)ethynyl)benzo[c]isothiazole